C(C)C1=C(N)C(=CC(=C1)C(C1=CC=CC=C1)C1=CC=CC=C1)CC 2,6-diethyl-4-benzhydryl-aniline